Methyl 2,3-difluoro-5-(4,4,5,5-tetramethyl-1,3,2-dioxaborolan-2-yl)benzoate FC1=C(C(=O)OC)C=C(C=C1F)B1OC(C(O1)(C)C)(C)C